C(#N)[C@@H](CC1=CC(=C(C=C1)C=1C=CC2=C(N(C(O2)=O)C)C1)F)NC(=O)C=1OC=CC=NC1 (S)-N-((R)-1-cyano-2-(3-fluoro-4-(3-methyl-2-oxo-2,3-dihydrobenzo[d]oxazol-5-yl)phenyl)ethyl)-1,4-oxazepin-2-carboxamide